3-(5-(((1s,2s)-2-(diethylamino)-4,4-dimethylcyclopentyl)oxy)-1-oxoisoindolin-2-yl)piperidine-2,6-dione C(C)N([C@@H]1[C@H](CC(C1)(C)C)OC=1C=C2CN(C(C2=CC1)=O)C1C(NC(CC1)=O)=O)CC